BrC1=CN=CC2=C1OCCN2 8-bromo-3,4-dihydro-2H-pyrido(4,3-b)(1,4)oxazine